FC(C=1C(=C(C=CC1)[C@@H](C)NC1=CC=NC2=CC=C(C=C12)[C@@]1(CN(CC1)C(=O)NCC(C)C)OC)F)F (S)-3-(4-(((R)-1-(3-(difluoromethyl)-2-fluorophenyl)ethyl)amino)quinolin-6-yl)-N-isobutyl-3-methoxypyrrolidine-1-carboxamide